3',5'-bis(carbazol-9-yl)-[1,1'-biphenyl]-3,5-dinitrile C1=CC=CC=2C3=CC=CC=C3N(C12)C=1C=C(C=C(C1)N1C2=CC=CC=C2C=2C=CC=CC12)C1=CC(=CC(=C1)C#N)C#N